2-{2-[1-(Tetrahydro-pyran-4-yl)-1H-pyrazol-4-yl]-3H-imidazo[4,5-b]pyridin-7-yl}-6,7,8,9-tetrahydro-5H-benzocyclohepten-5-ylamine hydrochloride Cl.O1CCC(CC1)N1N=CC(=C1)C1=NC=2C(=NC=CC2C=2C=CC3=C(CCCCC3N)C2)N1